C(=O)O.C(=O)O.NC(=N)N Guanidine diformate